C1(=CCCC1)C1=NN2C(N(C(C3=C2N=CC=C3)=O)CC(=O)NC3=NC=C(C=C3)F)=C1 2-(2-Cyclopentenyl-5-oxopyrazolo[1,5-a]pyrido[3,2-e]pyrimidin-4(5H)-yl)-N-(5-fluoropyridin-2-yl)acetamide